Glucose Zinc [Zn].O=C[C@H](O)[C@@H](O)[C@H](O)[C@H](O)CO